ClC1=C(C=C(C(=C1)COC1(CC1)C=1C=NC=CC1C1=C(C=CC=C1)OC1CC1)Cl)CCCCNC[C@@H]([C@H]([C@@H]([C@@H](CO)O)O)O)O (2R,3R,4R,5S)-6-(4-(2,5-dichloro-4-((1-(4-(2-cyclopropoxyphenyl)pyridin-3-yl)cyclopropoxy)methyl)phenyl)butylamino)hexane-1,2,3,4,5-pentaol